ClC1=C(C=C(C=C1)OC)C1=CC2=C(N=C(N=C2)SC)N2C1=NN=C2 6-(2-chloro-5-methoxyphenyl)-2-(methylthio)-[1,2,4]triazolo[4',3':1,6]pyrido[2,3-d]pyrimidine